3-(DIMETHYLAMINO)-2-HYDROXYBENZALDEHYDE CN(C=1C(=C(C=O)C=CC1)O)C